C(#N)C=1C=CC(=C2C=CC=NC12)N1C[C@@H](C[C@@H](C1)C(F)(F)F)NC(=O)[C@H]1N(CCC1)CC (S)-1-Ethyl-pyrrolidine-2-carboxylic acid [(3R,5S)-1-(8-cyano-quinolin-5-yl)-5-trifluoromethyl-piperidin-3-yl]-amide